NC1=C(C=CC(=C1)Br)C(=O)N1CCC(CC1)C1=C2C(=NC=C1)NC(=N2)C2CCOCC2 (2-amino-4-bromo-phenyl)-[4-(2-tetrahydropyran-4-yl-3H-imidazo[4,5-b]pyridin-7-yl)-1-piperidyl]methanone